FC(OC1=C(N)C=C(C=C1)N1CCN(CC1)C)F 2-(difluoromethoxy)-5-(4-methylpiperazin-1-yl)aniline